9-(hydroxymethyl)-6,6-dimethyl-3-pentyl-6H-benzo[c]chromen-1-ol OCC1=CC2=C(C(OC=3C=C(C=C(C23)O)CCCCC)(C)C)C=C1